CN1N=C(C=C1CNC(=O)N)C [(2,5-dimethylpyrazol-3-yl)methyl]urea